3-[(E)-[4-amino-8-(trans-4-aminocyclohexyloxy)-5,5-dimethyl-benzo[h]quinazolin-6-ylidene]amino]oxypropionitrile NC1=NC=NC=2C3=C(\C(\C(C12)(C)C)=N\OCCC#N)C=C(C=C3)O[C@@H]3CC[C@H](CC3)N